Isopropyloleat C(C)(C)OC(CCCCCCC\C=C/CCCCCCCC)=O